C(C1=CC=CC=C1)SC=1C=CC2=C(CCO2)C1 5-(benzylthio)-2,3-dihydro-1-benzofuran